C(C)(=O)C1=C(C=C2C=C(N(C2=C1)CC1CC1)C1=NC2=C(N1C)C(=CC(=C2)C(=O)OC)OC)F methyl 2-(6-acetyl-1-(cyclopropylmethyl)-5-fluoro-1H-indol-2-yl)-7-methoxy-1-methyl-1H-benzo[d]imidazole-5-carboxylate